N-(2-oxaspiro[3.3]heptan-6-yl)pyridine-2-carboxamide C1OCC12CC(C2)NC(=O)C2=NC=CC=C2